1-(4-allyl-2-fluoro-6-(1H-benzimidazol-5-yl)phenyl)ethane-1-ol C(C=C)C1=CC(=C(C(=C1)C1=CC2=C(NC=N2)C=C1)C(C)O)F